(3S,3aR)-1-Chloro-3-[(4-nitrophenyl)methyl]tetrahydro-1H,3H-pyrrolo[1,2-c][1,3,2]oxazaphosphole ClP1O[C@H]([C@@H]2N1CCC2)CC2=CC=C(C=C2)[N+](=O)[O-]